6-(7-(1-methyl-1H-pyrazol-4-yl)imidazo[1,2-a]pyridin-3-yl)-N-(3,4,5-trimethoxyphenyl)pyridin-2-amine CN1N=CC(=C1)C1=CC=2N(C=C1)C(=CN2)C2=CC=CC(=N2)NC2=CC(=C(C(=C2)OC)OC)OC